BrC=1C=C(C=2C(N(C(C2C1)=C=O)CC1=CC=C(C=C1)OC)C1=C(C=CC(=C1)F)Cl)C(=O)NC=1SC2=C(N1)C=CC(=C2)C 6-bromo-3-(2-chloro-5-fluorophenyl)-2-(4-methoxybenzyl)-N-(6-methylbenzo[d]thiazol-2-yl)-1-carbonyl-isoindoline-4-carboxamide